C(=O)(OC(C)(C)C)NCCCCCCCCCN N-Boc-1,9-diaminononane